2,2-Dimethyl-N-(6-(1-methyl-1H-pyrazol-4-yl)pyridin-2-yl)-6-(4-methylpiperazin-1-yl)-2,3-dihydrofuro[2,3-b]pyridine-5-carboxamide CC1(CC=2C(=NC(=C(C2)C(=O)NC2=NC(=CC=C2)C=2C=NN(C2)C)N2CCN(CC2)C)O1)C